BrC=1C(=C(C=C(C1)C)NS(=O)(=O)CCC)F N-(3-bromo-2-fluoro-5-methylphenyl)propane-1-sulfonamide